calcium-zinc-tin [Sn].[Zn].[Ca]